COCC1CC(C1)N1C2=NC=NC=C2NC1=O 9-[3-(methoxymethyl)cyclobutyl]-7H-purin-8-one